[C@H]1([C@@H](C([C@H]([C@@H](C1O)O)OP(=O)(O)O)O)OP(=O)(O)O)O The molecule is a myo-inositol bisphosphate in which the two phosphate groups are located at positions 2 and 4. It derives from a myo-inositol.